N-(8-fluoro-2-methyl-imidazo[1,2-a]pyridin-6-yl)-5-[3-(methylamino)pyrrolidin-1-yl]-2-oxo-chromene-8-carboxamide FC=1C=2N(C=C(C1)NC(=O)C=1C=CC(=C3C=CC(OC13)=O)N1CC(CC1)NC)C=C(N2)C